C1(CCCC1)C1=CC=C(CC2=NOC(=N2)CC(C(=O)O)=C)C=C1 2-((3-(4-cyclopentylbenzyl)-1,2,4-oxadiazol-5-yl)methyl)acrylic acid